hydroxy methoxypyridinesulfonate COC=1C(=NC=CC1)S(=O)(=O)OO